1-(1H-benzo[d]imidazol-6-yl)-3-(6-(4-isopropyl-4H-1,2,4-triazol-3-yl)pyridin-2-yl)urea N1C=NC2=C1C=C(C=C2)NC(=O)NC2=NC(=CC=C2)C2=NN=CN2C(C)C